2-(1-chlorocyclobutyl)thiazole ClC1(CCC1)C=1SC=CN1